5-(5-((E)-((1S,2S,5R)-2-fluoro-1,5-dimethyl-9-azabicyclo[3.3.1]nonan-3-ylidene)methyl)-1,3,4-thiadiazol-2-yl)-2-(1H-imidazol-1-yl)pyridin-4-ol F[C@@H]\1[C@@]2(CCC[C@](C/C1=C\C1=NN=C(S1)C=1C(=CC(=NC1)N1C=NC=C1)O)(N2)C)C